di(2-methylbutyl) glutarate C(CCCC(=O)OCC(CC)C)(=O)OCC(CC)C